C(#N)C1(CC1)NS(=O)(=O)C=1C=C2C(=NC(=NC2=C(C1)N1CC(N[C@H](C1)C)(C)C)C)C=1SC(=NN1)C(F)F (S)-N-(1-cyanocyclopropyl)-4-(5-(difluoromethyl)-1,3,4-thiadiazol-2-yl)-2-methyl-8-(3,3,5-trimethylpiperazin-1-yl)quinazoline-6-sulfonamide